5-(benzyloxy)-N-(3-fluoropiperidin-4-yl)-2-methylbenzofuran-3-carboxamide C(C1=CC=CC=C1)OC=1C=CC2=C(C(=C(O2)C)C(=O)NC2C(CNCC2)F)C1